C1(=CC=CC=C1)C(C#CC1=NC=CC=C1)=O 1-phenyl-3-(pyridin-2-yl)prop-2-yn-1-one